(E)-2-(2,3-dichlorobenzylidene)hydrazine-1-carboxamidine ClC1=C(C=NN/C(=N/[H])/N)C=CC=C1Cl